2-methylpentanoyl heptanoyl peroxide C(CCCCCC)(=O)OOC(C(CCC)C)=O